2-(bromomethyl)-1-fluoro-3-iodo-benzene BrCC1=C(C=CC=C1I)F